6-amino-2-[(S)-ethyl(methyl)phosphoryl]-9-[[6-(4-methylpiperazin-1-yl)-3-pyridyl]methyl]-7H-purin-8-one NC1=C2NC(N(C2=NC(=N1)[P@](=O)(C)CC)CC=1C=NC(=CC1)N1CCN(CC1)C)=O